4-[5-(1-cyclopentyl-1H-1,2,3-benzotriazol-5-yl)-1,2,4-oxadiazol-3-yl]phenol C1(CCCC1)N1N=NC2=C1C=CC(=C2)C2=NC(=NO2)C2=CC=C(C=C2)O